4,4'-methylenebiscyclohexyl isocyanate C(C1CCC(CC1)N=C=O)C1CCC(CC1)N=C=O